Cl.FC1=C(C=CC(=C1)F)C=1N=C(NC1)C(=O)NCC1CCN(CC1)C\C=C\C1=CC=CC=C1 4-(2,4-difluorophenyl)-N-({1-[(2E)-3-phenylprop-2-en-1-yl]piperidin-4-yl}methyl)-1H-imidazole-2-carboxamide hydrochloric acid salt